FC1=C(C(=CC(=C1)NC1(CC1)C1=CC=CC=C1)F)S(=O)(=O)NC=1N=CSC1 2,6-difluoro-4-[(1-phenylcyclopropyl)amino]-N-thiazol-4-ylbenzenesulfonamide